CC1=CC1 1-Methylcyclopropen